ethyl 2,2-dimethyldecanoate CC(C(=O)OCC)(CCCCCCCC)C